8'-methyl-2'-((4-(4-methylpiperazine-1-carbonyl)phenyl)amino)-7',8'-dihydro-6'H-spiro[cyclohexane-1,9'-pyrazino[1',2':1,5]pyrrolo[2,3-d]pyrimidin]-6'-one CC1NC(C2=CC3=C(N=C(N=C3)NC3=CC=C(C=C3)C(=O)N3CCN(CC3)C)N2C12CCCCC2)=O